C(CCCCCCCC)(=O)[O-] nonanate